FC1(CCC(CC1)[C@@H](C(=O)NC1=NC=CC(=C1)[C@@H](COC)N1C(N[C@@H](C1)C(F)(F)F)=O)NC(=O)C1=NON=C1C)F N-((S)-1-(4,4-difluorocyclohexyl)-2-((4-((S)-2-methoxy-1-((S)-2-oxo-4-(trifluoromethyl)imidazolidin-1-yl)ethyl)pyridin-2-yl)amino)-2-oxoethyl)-4-methyl-1,2,5-oxadiazole-3-carboxamide